10-methoxy-11-(3-methoxypropoxy)-3,3-dimethyl-7-oxo-1,2,3,3a,7,12b-hexahydrocyclopenta[c]pyrido[2,1-a]isoquinoline-6-carboxylic acid ethyl ester C(C)OC(=O)C=1C(C=C2N(C3C(C=4C=C(C(=CC24)OC)OCCCOC)CCC3(C)C)C1)=O